ClC=1C=C(C=C(C1F)Cl)C1(CC(=NO1)N1CC2=C(C1)C(=C(S2)C(=O)NCCC)C)C(F)(F)F 5-(5-(3,5-dichloro-4-fluorophenyl)-5-(trifluoromethyl)-4,5-dihydroisoxazol-3-yl)-3-methyl-N-propyl-5,6-dihydro-4H-thieno[2,3-c]pyrrole-2-carboxamide